CC1(COC1)C=1C=C(C=CC1)C1OCCO1 2-(3-(3-methyloxetan-3-yl)phenyl)-1,3-dioxolane